NN1NC(=CC(=N1)Cl)Cl 2-amino-4,6-dichlorotriazin